(1R)-1-(3-chlorophenyl)ethylamine hydrochloride Cl.ClC=1C=C(C=CC1)[C@@H](C)N